5-ethylnaphthalen-2-ol tri-hydrochloride Cl.Cl.Cl.C(C)C1=C2C=CC(=CC2=CC=C1)O